N,N-dihexadecylammonium tetrakis(pentafluorophenyl)borate FC1=C(C(=C(C(=C1[B-](C1=C(C(=C(C(=C1F)F)F)F)F)(C1=C(C(=C(C(=C1F)F)F)F)F)C1=C(C(=C(C(=C1F)F)F)F)F)F)F)F)F.C(CCCCCCCCCCCCCCC)[NH2+]CCCCCCCCCCCCCCCC